(±)-dihydrocodeinone C1=CC(OC)=C2C=3[C@@]45[C@@H](O2)C(=O)CC[C@H]4[C@@H](CC13)N(C)CC5 |r|